7-hydroxy-8-(3-methylcyclohex-2-en-1-yl)-2-(2-oxopropyl)-2-phenyl-5-propyl-4H-benzo[d][1,3]dioxin-4-one OC=1C=C(C2=C(OC(OC2=O)(C2=CC=CC=C2)CC(C)=O)C1C1C=C(CCC1)C)CCC